CC1=C(OC(C(=O)O)(C)C)C(=CC(=C1)CN1N=CN(C1=O)C1=CC=C(C=C1)OC(F)(F)F)C 2-(2,6-dimethyl-4-((5-oxo-4-(4-(trifluoromethoxy)phenyl)-4,5-dihydro-1H-1,2,4-triazol-1-yl)methyl)phenoxy)-2-methylpropanoic acid